NC=1C=C(C=CC1)C1CN(C1)C(C)=O 1-(3-(3-aminophenyl)azetidin-1-yl)ethan-1-one